[Na+].CS(=O)[O-] methylsulfinic acid sodium salt